7-azabicyclo[2.2.1]-heptane-7-carboxylate C12CCC(CC1)N2C(=O)[O-]